C(=O)(O)CCC(=O)C1=CC2=C(S1)C=C(C(=C2)OCCCC2=CC1=C(SC(=C1)C(CCC(=O)O)=O)C=C2)OC 4-(5-(3-((2-(3-carboxypropanoyl)-6-methoxybenzo[b]thiophen-5-yl)oxy)propyl)benzo[b]thiophen-2-yl)-4-oxobutanoic acid